N1CC2(C=3C1=NC=C(C3)C=3C(=C(C=CC3)C(=O)N3CC(C3)C(C)C)F)CC2 (3-(1',2'-dihydrospiro[cyclopropane-1,3'-pyrrolo[2,3-b]pyridin]-5'-yl)-2-fluorophenyl)(3-isopropylazetidin-1-yl)methanone